(R)-6-(4-(4-(tert-butyl)benzyl)-3-methylpiperazin-1-yl)-1-chloroisoquinoline hydrochloride Cl.C(C)(C)(C)C1=CC=C(CN2[C@@H](CN(CC2)C=2C=C3C=CN=C(C3=CC2)Cl)C)C=C1